C(CCCCC)C(C(=O)O)(C)C.C(C(C)C)(=O)OCCCCCC HEXYL ISOBUTYRATE (hexyl isobutyrate)